(R)-2-((4-(4-(chloromethyl)thiazol-2-yl)-2-methoxyphenyl)amino)-8-cyclopentyl-7-ethyl-5-methyl-7,8-dihydropteridin-6(5H)-one ClCC=1N=C(SC1)C1=CC(=C(C=C1)NC1=NC=2N([C@@H](C(N(C2C=N1)C)=O)CC)C1CCCC1)OC